BrC1=C(C=CC=C1)C1C(OC(C1)=O)=O (2-bromophenyl)dihydrofuran-2,5-dione